C1(CC1)C1=C(C(=NO1)C1=C(C=CC=C1Cl)Cl)\C=C(/C)\C1CCN(CC1)C=1C=C2C=CC(=NC2=CC1)C(=O)O (E)-6-(4-(1-(5-cyclopropyl-3-(2,6-dichlorophenyl)isoxazol-4-yl)prop-1-en-2-yl)piperidin-1-yl)quinoline-2-carboxylic acid